2'-((6-(Pyrrolidin-1-yl)pyrimidin-4-yl)amino)spiro[cyclohexane-1,4'-thieno[2,3-c]pyrrol]-6'(5'H)-one N1(CCCC1)C1=CC(=NC=N1)NC1=CC2=C(C(NC23CCCCC3)=O)S1